5-(4-((1,4-Dioxazin-2-yl)methoxy)-3-methylphenyl)-2-oxo-6-(trifluoromethyl)-1,2-dihydropyridine-3-carboxamide O1N(COC=C1)COC1=C(C=C(C=C1)C=1C=C(C(NC1C(F)(F)F)=O)C(=O)N)C